2,3a-Diaza-4,5,6,7-tetrahydroindene C=1N=CN2CCCCC12